7-methoxy-2,4,7-trimethyloct-2-ene COC(CCC(C=C(C)C)C)(C)C